6,7-dihydrothieno[3,2-c]pyridine S1C=CC=2C=NCCC21